CN(C)CC1=C(C=C2C=CNC2=C1)O 6-((dimethylamino)methyl)-1H-indol-5-ol